4-(4-bromophenyl)-2-(((E)-(1-(2-chlorophenyl)-9-(4-fluorobenzyl)-β-carbolin-3-yl)methylene)hydrazino)-2,3-dihydrothiazole BrC1=CC=C(C=C1)C=1NC(SC1)N/N=C/C=1N=C(C=2N(C3=CC=CC=C3C2C1)CC1=CC=C(C=C1)F)C1=C(C=CC=C1)Cl